t-butyl 2-((1S,2S,3R,6S,8S)-2-(nitromethyl)tricyclo[4.2.1.03,8]nonan-2-yl)acetate [N+](=O)([O-])C[C@@]1([C@@H]2[C@H]3C[C@H](CC[C@@H]13)C2)CC(=O)OC(C)(C)C